6-AMINO-4-FLUORO-3(1H)INDAZOLECARBOXALDEHYDE NC1=CC(=C2C(=NNC2=C1)C=O)F